8-(5-((2,3-dichlorophenyl)thio)-6-phenylpyrazin-2-yl)-8-azaspiro[4.5]decan-1-amine ClC1=C(C=CC=C1Cl)SC=1N=CC(=NC1C1=CC=CC=C1)N1CCC2(CCCC2N)CC1